C(CCC(=O)O)(=O)O.NC1=NC(=C2N=CN(C2=N1)[C@H]1C=C[C@H](C1)CO)NC1CC1 (1S,4R)-4-[2-amino-6-(cyclopropylamino)-9H-purin-9-yl]-2-cyclopentene-1-methanol succinate